C(C)C1=C2C=C(NC2=CC=C1)C(=O)N1CC=2N(CC1)N=CC2C(=O)N(C)C2(CC2)CO 5-(4-ethyl-1H-indole-2-carbonyl)-N-[1-(hydroxymethyl)cyclopropyl]-N-methyl-4H,5H,6H,7H-pyrazolo[1,5-a]pyrazine-3-carboxamide